1-cyclopentyl-5-(2-(5-(4-methylpiperazin-1-yl)pyridin-2-yl)amino-5-fluoropyrimidin-4-yl)-pyridin-2(1H)-one C1(CCCC1)N1C(C=CC(=C1)C1=NC(=NC=C1F)NC1=NC=C(C=C1)N1CCN(CC1)C)=O